1-allyl-3-benzyloxy-5-(4-fluoro-benzylcarbamoyl)-4-oxo-1,4-dihydro-pyridine C(C=C)N1C=C(C(C(=C1)C(NCC1=CC=C(C=C1)F)=O)=O)OCC1=CC=CC=C1